5-bromo-1-(p-tolylsulfonyl)-3-vinylpyrrolo[2,3-b]pyridine BrC=1C=C2C(=NC1)N(C=C2C=C)S(=O)(=O)C2=CC=C(C=C2)C